methyl (R)-3-[4-(ethylsulfonimidoyl)anilino]-5-(methylamino)-6-(3-methylimidazo[4,5-c]pyridin-7-yl)pyrazine-2-carboxylate C(C)[S@](=O)(=N)C1=CC=C(NC=2C(=NC(=C(N2)NC)C=2C3=C(C=NC2)N(C=N3)C)C(=O)OC)C=C1